IC1=CC=C(C(=O)NC=2OC(=NN2)C2=CC=CC=C2)C=C1 4-iodo-N-(5-phenyl-1,3,4-oxadiazol-2-yl)benzamide